ClC1=C(C=CC=C1)[C@@H](C(=O)OC)N1CC2=C(CC1)SC(=C2)OC(C=C)=O Methyl (S)-2-(2-chlorophenyl)-2-(2-acryloyloxy-6,7-dihydrothieno[3,2-c]pyridin-5(4H)-yl)-acetate